C1(=CC=CC=C1)CC(C)=O phenylpropaneOne